4-((tert-butyldimethylsilyl)oxy)cyclohexane-1-carboxylic acid [Si](C)(C)(C(C)(C)C)OC1CCC(CC1)C(=O)O